The molecule is the (S)-enantiomer of laudanine It derives from a (S)-norlaudanosoline. It is a conjugate base of a (S)-laudanine(1+). It is an enantiomer of a (R)-laudanine. CN1CCC2=CC(=C(C=C2[C@@H]1CC3=CC(=C(C=C3)OC)O)OC)OC